C(\C=C/C(=O)O)(=O)O.S1C=CC=2[C@@H](OCC3(C21)CC3)CNC (R)-1-(4'H,6'H-spiro[cyclopropane-1,7'-thieno[3,2-c]pyran]-4'-yl)-N-methyl-methylamine maleate